Racemic-N-(1-(6,7-difluoro-1-oxo-1,2-dihydroisoquinolin-4-yl)ethyl)-3,4-difluoro-N-methylbenzamide FC=1C=C2C(=CNC(C2=CC1F)=O)[C@@H](C)N(C(C1=CC(=C(C=C1)F)F)=O)C |r|